FC=1N=C(C=2N=CN([C@H]3[C@@H]([C@H](O)[C@@H](CO)O3)N)C2N1)N 2-fluoro-2'-aminodeoxyadenosine